[SiH3][Si]1([SiH2][SiH2][SiH2][SiH2][SiH2]1)[SiH3] Disilyl-cyclohexasilan